tert-butyl (4-(2-((2-((2-bromo-6-methoxypyridin-3-yl) carbamoyl)-4-(trifluoromethyl) phenyl) amino)-5-fluorophenyl) butyl)-carbamate BrC1=NC(=CC=C1NC(=O)C1=C(C=CC(=C1)C(F)(F)F)NC1=C(C=C(C=C1)F)CCCCNC(OC(C)(C)C)=O)OC